CC1=CN=CN1COCC[Si](C)(C)C 5-methyl-1-((2-(trimethylsilyl)ethoxy)methyl)-1H-imidazole